ClC=1C=C2C(=C(C=NC2=C(C1)C(F)(F)F)S(=O)(=O)N1CCSCC1)O 6-Chloro-3-thiomorpholinylsulfonyl-8-(trifluoromethyl)quinolin-4-ol